C(\C=C\C(=O)O)(=O)O (E)-BUT-2-ENEDIOIC ACID